C(C)C1=CC(=NN1)NC1=NC(=C2C=CC=NC2=C1)NC1CC2CCC(C1)N2CCC#N 3-((3-Exo)-3-((7-((5-ethyl-1H-pyrazol-3-yl)amino)-1,6-naphthyridin-5-yl)amino)-8-azabicyclo[3.2.1]oct-8-yl)propionitrile